BrC=1C=C(N2C=C(C=C(C12)Cl)S(=O)(=O)Br)C=1SC(=NN1)C(F)F 1-bromo-8-chloro-3-(5-(difluoromethyl)-1,3,4-thiadiazol-2-yl)indolizine-6-sulfonyl bromide